((2R,5S)-4-(5-cyclobutyl-7-(3-fluorophenyl)-7H-pyrrolo[2,3-d]pyrimidin-4-yl)-2,5-dimethylpiperazin-1-yl)(phenyl)methanone C1(CCC1)C1=CN(C=2N=CN=C(C21)N2C[C@H](N(C[C@@H]2C)C(=O)C2=CC=CC=C2)C)C2=CC(=CC=C2)F